2-(6-((R)-3-Aminopyrrolidin-1-yl)-4-cyclopropylpyridin-2-yl)-4-(2-fluoro-6-methoxyphenyl)-2,3-dihydro-1H-pyrrolo[3,4-c]pyridin-1-one N[C@H]1CN(CC1)C1=CC(=CC(=N1)N1CC=2C(=NC=CC2C1=O)C1=C(C=CC=C1OC)F)C1CC1